5-(2-(4-((3-(cyanomethyl)-5-(trifluoromethyl)benzyl)amino)butoxy)ethoxy)benzo[c][2,6]naphthyridine-8-carboxamide C(#N)CC=1C=C(CNCCCCOCCOC2=NC3=C(C4=CN=CC=C24)C=CC(=C3)C(=O)N)C=C(C1)C(F)(F)F